N-cyclopropyl-3-(difluoromethyl)-5-((diphenylmethylene)amino)-N-methylpyridineamide C1(CC1)N(C(=O)C1=NC=C(C=C1C(F)F)N=C(C1=CC=CC=C1)C1=CC=CC=C1)C